5-amino-8-(2,6-dimethyl-4-pyridinyl)-2-[(4-fluorophenyl)methyl]-7-phenyl-[1,2,4]triazolo[4,3-c]pyrimidin-3-one NC1=NC(=C(C=2N1C(N(N2)CC2=CC=C(C=C2)F)=O)C2=CC(=NC(=C2)C)C)C2=CC=CC=C2